IC=1C=NC(=NC1)NC=1C(=NN(C1)C)OC 5-iodo-N-(3-methoxy-1-methyl-1H-pyrazol-4-yl)pyrimidin-2-amine